NC1=C(C=C(C2=C1CCO2)C(=O)NCC2CCN(CC2)CC2CCN(CC2)CCCCCCCCC(NC[C@@H]([C@H]([C@@H]([C@@H](CO)O)O)O)O)=O)Cl 4-amino-5-chloro-N-((1-((1-(9-oxo-9-(((2S,3R,4R,5R)-2,3,4,5,6-pentahydroxyhexyl)amino)nonyl)piperidin-4-yl)methyl)piperidin-4-yl)methyl)-2,3-dihydrobenzofuran-7-carboxamide